Cl.CC1=C(C=CC(=C1)C1=NC=NN2C1=CC(=C2)OC2CCOCC2)CN (2-methyl-4-(6-((tetrahydro-2H-pyran-4-yl)oxy)pyrrolo[2,1-f][1,2,4]triazin-4-yl)phenyl)methanamine hydrochloride